C(C)S(=O)(=O)C1=C(C(=C(C=C1CCCCC)O)[C@H]1[C@@H](CCC(=C1)C)C(=C)C)O (1'R,2'R)-3-(ethylsulfonyl)-5'-methyl-4-pentyl-2'-(prop-1-en-2-yl)-1',2',3',4'-tetrahydro-[1,1'-biphenyl]-2,6-diol